(R)-4-(imidazo[1,2-a]pyrazin-3-yl)-7-((5-(1-methyl-6-oxopiperidin-3-yl)pyridin-2-yl)amino)isoindolin-1-one N=1C=C(N2C1C=NC=C2)C2=C1CNC(C1=C(C=C2)NC2=NC=C(C=C2)[C@@H]2CN(C(CC2)=O)C)=O